galactosamine pentaacetate C(C)(=O)O.C(C)(=O)O.C(C)(=O)O.C(C)(=O)O.C(C)(=O)O.OC1[C@H](N)[C@@H](O)[C@@H](O)[C@H](O1)CO